FC=1C=2OCC(N3C=C(C(C(=CC1F)C32)=O)CN([C@@H]3CN(CCC3)C=3C=NC(=CC3)NC)CC3=CC(=NC=C3)OC)C 6,7-difluoro-11-[[(2-methoxy-4-pyridyl)methyl-[(3S)-1-[6-(methylamino)-3-pyridyl]-3-piperidyl]amino]methyl]-2-methyl-4-oxa-1-azatricyclo[7.3.1.05,13]trideca-5(13),6,8,11-tetraen-10-one